(R)-2-(6,7-Difluoro-1-oxophthalazin-2(1H)-yl)-N-(4-(1-methyl-1H-pyrazol-3-yl)phenyl)propenamide FC=1C=C2C=NN(C(C2=CC1F)=O)C(C(=O)NC1=CC=C(C=C1)C1=NN(C=C1)C)=C